chloro-4-((1S,2S)-2-(4-fluorophenyl)cyclopropyl)-5',6-dimethyl-2H-[1,4'-bipyridin]-2-one ClC=1C(N(C(=CC1[C@@H]1[C@H](C1)C1=CC=C(C=C1)F)C)C1=CC=NC=C1C)=O